sodium ((5-(2-amino-3-hydroxy-2-(hydroxymethyl)propoxy)-1,3-phenylene)bis(ethane-2,1-diyl))bis(phosphonate) NC(COC=1C=C(C=C(C1)CCP([O-])([O-])=O)CCP([O-])([O-])=O)(CO)CO.[Na+].[Na+].[Na+].[Na+]